aspartic acid-15N [15NH2][C@@H](CC(=O)O)C(=O)O